C1(CC1)C(C(CC(C)C)SC#N)=O 1-cyclopropyl-4-methyl-2-thiocyanatopentan-1-one